NC=1C=C(C=CC1)NC(=O)C1=CC=C(C(=O)OCC)C=C1 ethyl 4-((3-aminophenyl)carbamoyl)benzoate